manganese dioxide, potassium salt [K+].[O-2].[O-2].[Mn+2]